ClC=1C=CC(=C2C=CN(C(C12)=O)C)OC1CC2(CN(C2)CCCN2CC=3N(CC2)C=NN3)C1 8-chloro-5-[[2-[3-(6,8-dihydro-5H-[1,2,4]triazolo[4,3-a]pyrazin-7-yl)propyl]-2-azaspiro[3.3]heptan-6-yl]oxy]-2-methyl-isoquinolin-1-one